cyclohexanecarbonyl-(piperidin) C1(CCCCC1)C(=O)N1CCCCC1